dl-1,3-bis(dicyclohexylphosphino)-butane C1(CCCCC1)P(CCC(C)P(C1CCCCC1)C1CCCCC1)C1CCCCC1